FC=1C=C(C(=O)N([C@@H]2COCC=3NC(C=4C(C32)=CSC4)=O)C)C=CC1C(F)(F)F (S)-3-Fluoro-N-methyl-N-(4-oxo-4,5,8,9-tetrahydro-6H-pyrano[3,4-b]thieno[3,4-d]pyridin-9-yl)-4-(trifluoromethyl)benzamide